6A-METHYL-4-OXO-HEXAHYDRO-2H-FURO[3,2-C]PYRROLE-6-CARBALDEHYDE CC12C(C(NC1C=O)=O)CCO2